C(#N)C=1C=C(C=CC1[Si](C)(C)C)NC(C(C1=CC=C(C=C1)OC)NC(=O)N1CC(CC1)O)=O N-(2-((3-cyano-4-(trimethylsilyl)phenyl)amino)-1-(4-methoxyphenyl)-2-oxoethyl)-3-hydroxypyrrolidine-1-carboxamide